C(C)[N+](C)(C)CCCOC ethyl(3-methoxypropyl)dimethyl-ammonium